N'-(4-bromo-2,5-dimethylphenyl)-N-ethyl-N-methylformamidine BrC1=CC(=C(C=C1C)N=CN(C)CC)C